FC(CCCCO)(C1=CC(=CC(=C1)C(F)(F)F)CO)F 5,5-difluoro-5-(3-(hydroxymethyl)-5-(trifluoromethyl)phenyl)pentan-1-ol